6-[4-[Acetyl(isopropyl)amino]-3-fluoro-phenyl]-N-(3-pyridylmethyl)pyridine C(C)(=O)N(C1=C(C=C(C=C1)C1=CC=CCN1CC=1C=NC=CC1)F)C(C)C